3-oxo-1,4,8-triazaspiro[4.5]dec-1-ene-8-carboxylate O=C1C=NC2(N1)CCN(CC2)C(=O)[O-]